C(C)C=1C=C(NC=2C=3N(C=CN2)C(=CN3)C3=C(C(=C(OCC#N)C=C3)F)F)C=CC1C(=O)N1CCN(CC1)C(=O)[C@@H]1[C@H](CNCC1)O |r| 2-[4-[8-[3-ethyl-4-[4-[rac-(3R,4S)-3-hydroxypiperidine-4-carbonyl]piperazine-1-carbonyl]anilino]imidazo[1,2-a]pyrazin-3-yl]-2,3-difluorophenoxy]acetonitrile